ClC1=C(C=CC=C1OC)C(=O)N1C[C@@H]2N(CC1)C[C@@H](CC2)C |r| (2-chloro-3-methoxyphenyl)-[rac-(7R,9aR)-7-methyl-1,3,4,6,7,8,9,9a-octahydropyrido[1,2-a]pyrazin-2-yl]methanone